FC=1C=2N(C=C(C1)NC(=O)C=1C=CC(=C3C=NC(=NC13)OC)N1CCC3(CCN3)CC1)C=C(N2)C N-(8-fluoro-2-methylimidazo[1,2-a]pyridin-6-yl)-2-methoxy-5-(1,7-diazaspiro[3.5]nonan-7-yl)quinazoline-8-carboxamide